C(C)(=O)N1CCC(CC1)OC([C@@H](NC(=O)OC(C)(C)C)C)=O (Tert-Butoxycarbonyl)alanine 1-acetylpiperidin-4-yl ester